2-((4-aminophenyl)sulfonyl)-N-(3-hydroxyphenyl)hydrazine NC1=CC=C(C=C1)S(=O)(=O)NNC1=CC(=CC=C1)O